6-[(2r,3s)-2-amino-3-methylpentyl]-2-chloro-N-[(furan-2-yl)methyl]thieno[3,2-d]pyrimidin-4-amine N[C@H](CC1=CC=2N=C(N=C(C2S1)NCC=1OC=CC1)Cl)[C@H](CC)C